O=C1NC(CCC1N1C(C2=CC=CC(=C2C1=O)NCCOCCOC=1C=C(C=CC1)CC(=O)NC=1SC(=C(N1)C=1C=C2CCN(C2=CC1)C(C1=NC=CC=C1C)=O)C)=O)=O 2-(3-(2-(2-((2-(2,6-dioxopiperidin-3-yl)-1,3-dioxoisoindolin-4-yl)amino)ethoxy)ethoxy)phenyl)-N-(5-methyl-4-(1-(3-methylpicolinoyl)indolin-5-yl)thiazol-2-yl)acetamide